sodium 4-[(2,3-dihydrothieno[3,4-b]-1,4-dioxin-2-yl) methoxy]-1-butanesulfonate O1C=2C(OCC1COCCCCS(=O)(=O)[O-])=CSC2.[Na+]